OC1CCN(CC1)C=1C=CC(=NC1)NC=1C2=C(C(=NC1)C=1C=NN3C1C=CC=C3)CNC2=O 7-[[5-(4-hydroxy-1-piperidyl)-2-pyridyl]amino]-4-pyrazolo[1,5-a]pyridin-3-yl-2,3-dihydropyrrolo[3,4-c]pyridin-1-one